4-[4-cyano-3-hydroxy-6-(4-phenyl-naphthalen-1-yl)-pyridin-2-yl]-4-oxo-butyric acid ethyl ester C(C)OC(CCC(=O)C1=NC(=CC(=C1O)C#N)C1=CC=C(C2=CC=CC=C12)C1=CC=CC=C1)=O